D-β-aminoisobutyric acid NCC(C(=O)O)C